4-(2,4-difluorophenyl)-7-(4-methyl-1,3-thiazol-5-yl)-2-(2-(2-propenoyl)-2,6-diazaspiro[3.4]octan-6-yl)-1,5-naphthyridine-3-carbonitrile FC1=C(C=CC(=C1)F)C1=C(C(=NC2=CC(=CN=C12)C1=C(N=CS1)C)N1CC2(CN(C2)C(C=C)=O)CC1)C#N